C(C)(C)(C)OC(CN(C1CCCC1)C(CBr)=O)=O N-(Bromoacetyl)-N-cyclopentyl-glycine tert-butyl ester